2-bromo-N-(2,2,2-trifluoro-1-methyl-ethyl)aniline BrC1=C(NC(C(F)(F)F)C)C=CC=C1